C(C)(=O)NC(C(=O)O)CC(=O)C1=C(C=CC(=C1)Cl)N 2-acetamido-4-(2-amino-5-chlorophenyl)-4-oxobutanoic acid